amino-[1,1'-binaphthyl] NC1=C(C2=CC=CC=C2C=C1)C1=CC=CC2=CC=CC=C12